C12CN(CC2C1)C1=CN=CC(=N1)NC(=O)C1(COC1)C1=CC=C(C=N1)N1C[C@@H](CCC1)N(C(OC(C)(C)C)=O)CC1CCC1 tert-butyl ((3R)-1-(6-(3-((6-(3-azabicyclo[3.1.0]hexan-3-yl)pyrazin-2-yl)carbamoyl)oxetan-3-yl)pyridin-3-yl)piperidin-3-yl)(cyclobutylmethyl)carbamate